P(=O)(OCCOCCOCCOC)(Cl)Br (2-(2-(2-methoxyethoxy)ethoxy)ethyl) bromochlorophosphate